(R)-2-((S)-6-(4-Chlorophenyl)-8-methoxy-1-methyl-4H-benzo[f][1,2,4]triazolo[4,3-a][1,4]diazepin-4-yl)propanoic acid ClC1=CC=C(C=C1)C1=N[C@H](C=2N(C3=C1C=C(C=C3)OC)C(=NN2)C)[C@H](C(=O)O)C